2-amino-3,3,3-trifluoro-N-((3R,5S)-1-(8-methoxyquinolin-5-yl)-5-methylpiperidin-3-yl)propionamide NC(C(=O)N[C@H]1CN(C[C@H](C1)C)C1=C2C=CC=NC2=C(C=C1)OC)C(F)(F)F